ClC1=NC(=C(C=C1C(CC(=O)OCC)=O)F)Cl ethyl 3-(2,6-dichloro-5-fluoropyridin-3-yl)-3-oxopropionate